C(C1=CC=CC=C1)(=O)OC(C(C(C1=CC=CC=C1)OC(C1=CC=CC=C1)=O)(C)C)C1=CC=CC=C1 1,3-diphenyl-2,2-dimethyl-1,3-propylene glycol dibenzoate